C12CN(CC(N1)C2)C=2OC=1C(N2)=C(C=CC1C=1SC=CN1)C(=O)NO 2-(3,6-diazabicyclo[3.1.1]heptan-3-yl)-N-hydroxy-7-(thiazol-2-yl)benzo[d]oxazole-4-carboxamide